ClC=1C2=C(N=C(N1)OC[C@H]1N(CCC1)C)C(=C(N=C2)C2=CC=CC1=CC=CC(=C21)Cl)F (S)-4-chloro-7-(8-chloronaphthalen-1-yl)-8-fluoro-2-((1-methylpyrrolidin-2-yl)methoxy)pyrido[4,3-d]pyrimidine